tert-butyl (3S,5S)-3-((6-(4-(((2-cyano-4-methylphenyl)methyl)sulfonamido)-3-fluorophenyl)-8-isopropyl-7-oxo-7,8-dihydropteridin-2-yl)amino)-5-fluoropiperidine-1-carboxylate C(#N)C1=C(C=CC(=C1)C)CS(=O)(=O)NC1=C(C=C(C=C1)C1=NC=2C=NC(=NC2N(C1=O)C(C)C)N[C@@H]1CN(C[C@H](C1)F)C(=O)OC(C)(C)C)F